N1C=NC(C2=C1C=CN2)=O 1,5-dihydro-4H-pyrrolo[3,2-D]pyrimidine-4-one